NC1=CC(=NC=C1)C=1C=C(SC1)C(=O)NC1=CC(=CC=C1)NS(=O)(=O)C 4-(4-aminopyridin-2-yl)-N-(3-(methylsulfonamido)phenyl)thiophene-2-carboxamide